N1CC(C1)C1=NC=NC=C1 4-(azetidin-3-yl)pyrimidine